ClC1=CC2=C([C@]3(OCC2(F)F)C[C@@H](N(CC3)C(=O)OC(C)(C)C)C)S1 tert-butyl (2S,4R)-2'-chloro-4',4'-difluoro-2-methyl-4',5'-dihydrospiro[piperidine-4,7'-thieno[2,3-c]pyran]-1-carboxylate